FC(C(C(=O)N1C[C@H]2OC3=C([C@@H]1C2)C=NC=C3C#CC=3C=NC(=NC3)OC(C)C)(C)C)F 3,3-difluoro-1-((2S,5S)-9-((2-isopropoxypyrimidin-5-yl)ethynyl)-2,3-dihydro-2,5-methanopyrido[3,4-f][1,4]oxazepin-4(5H)-yl)-2,2-dimethylpropan-1-one